(-)-6-(4-chlorophenyl)-3-oxo-2-(pyridin-3-yl)-N-(3,3,3-trifluoro-2-hydroxypropyl)-2,3-dihydropyridazine-4-carboxamide ClC1=CC=C(C=C1)C=1C=C(C(N(N1)C=1C=NC=CC1)=O)C(=O)NCC(C(F)(F)F)O